BrC1=C(C=NN(C1=O)C)N[C@@H]1C[C@@H](CN(C1)C)C1=CC=C(C(=O)N2CCC3(CC2)CCN(CC3)C3=CC(=C(C=C3)C3C(NC(CC3)=O)=O)OC)C=C1 3-[4-[3-[4-[(3R,5R)-5-[(5-bromo-1-methyl-6-oxo-pyridazin-4-yl)amino]-1-methyl-3-piperidyl]benzoyl]-3,9-diazaspiro[5.5]undecan-9-yl]-2-methoxy-phenyl]piperidine-2,6-dione